CN1CCC(CC1)C(=O)NC=1N=CC2=CC=C(C=C2C1)C(F)(F)F 1-methyl-N-(6-(trifluoromethyl)isoquinolin-3-yl)piperidine-4-carboxamide